C(CCCCCCCCCCC)(=O)N[C@@H](CC(=O)O)C(=O)O N-dodecanoyl-L-aspartic acid